S-(N-Phenyladenosyl)-L-homocystein C1(=CC=CC=C1)NC=1C=2N=CN([C@H]3[C@H](O)[C@H](O)[C@@H](CSCC[C@H](N)C(=O)O)O3)C2N=CN1